NC1CCC(CC1)NC1=NC2=CC=C(C=C2C=N1)C=1C(=NC(=NC1)C=1C=CC(=C(C1)S(=O)(=O)N)Cl)C 5-(2-(((1r,4r)-4-aminocyclohexyl)amino)quinazolin-6-yl-4-methylpyrimidin-2-yl)-2-chlorobenzenesulfonamide